C(#N)C1=CC=C(C=N1)C1CCN(CC1)C(=O)C=1C=CC(=C(C1)NC(=O)NCCOC)C 1-(5-(4-(6-cyanopyridin-3-yl)piperidine-1-carbonyl)-2-methylphenyl)-3-(2-methoxy-ethyl)urea